COC(\C(=C\N(C)C)\C1=CC(=C(C=C1)C#N)F)=O (E)-2-(4-cyano-3-fluorophenyl)-3-(dimethylamino)acrylic acid methyl ester